2-(5-(6-phenyldibenzothiophen-4-yl)-1,1'-biphenyl-3-yl)-4-(9,9-dimethylfluoren-2-yl)-6-phenyl-1,3,5-triazine C1(=CC=CC=C1)C1=CC=CC=2C3=C(SC21)C(=CC=C3)C=3C=C(C=C(C3)C3=CC=CC=C3)C3=NC(=NC(=N3)C3=CC=2C(C1=CC=CC=C1C2C=C3)(C)C)C3=CC=CC=C3